tri-tert-butyl orthopropionate C(CC)(OC(C)(C)C)(OC(C)(C)C)OC(C)(C)C